C1(=CC=CC=C1)C=CCN[SiH2]F phenylallylaminofluorosilane